benzyl 6-(6-(2,4-dioxo-1,2,3,4-tetrahydropyrimidin-5-yl)imidazo[1,2-b]pyridazin-8-yl)-8,8-difluoro-2,6-diazaspiro[3.4]octane-2-carboxylate O=C1NC=C(C(N1)=O)C=1C=C(C=2N(N1)C=CN2)N2CC1(CN(C1)C(=O)OCC1=CC=CC=C1)C(C2)(F)F